C(C)(C)(C)OC(=O)N1C[C@@H]([C@H](CC1)NC1=NC(=CC=C1)C1=CN=C2N1N=C(C=C2)Cl)F (3S,4S)-4-[[6-(6-chloroimidazo[1,2-b]pyridazin-3-yl)-2-pyridinyl]amino]-3-fluoro-piperidine-1-carboxylic acid tert-butyl ester